N-(4-(7-bromo-1-(2-(dimethylamino)ethyl)-2-oxo-1,4-dihydro-2H-spiro[pyrido[2,3-b]pyrazine-3,3'-pyrrolidine]-1'-carbonyl)phenyl)acrylamide BrC1=CC2=C(NC3(CN(CC3)C(=O)C3=CC=C(C=C3)NC(C=C)=O)C(N2CCN(C)C)=O)N=C1